heptadecan-9-yl (Z)-(2-(non-2-en-1-yloxy)-2-oxoethyl)glycinate C(\C=C/CCCCCC)OC(CNCC(=O)OC(CCCCCCCC)CCCCCCCC)=O